BrC1=CC(=C(OC=2N(C(=C(N2)C(=O)OCC)C)C)C=C1)F ethyl 2-(4-bromo-2-fluorophenoxy)-1,5-dimethyl-1H-imidazole-4-carboxylate